BrC1=CC(=CC2=CC=CC(=C12)Cl)B1OC(C(O1)(C)C)(C)C 2-(4-bromo-5-chloronaphthalen-2-yl)-4,4,5,5-tetramethyl-1,3,2-dioxaborolane